BrC1=C(C2(OC=C1)N=C1C3=C(C=CC1=C2)C=CC=C3)OC bromo-3'-methoxy-benzindole-spiropyran